1-(5-(5-((1r,4r)-4-aminocyclohexyl)-1,3,4-thiadiazol-2-yl)-4-(methylamino)pyridine-2-yl)-1H-pyrrolo[2,3-b]pyridine-5-nitrile NC1CCC(CC1)C1=NN=C(S1)C=1C(=CC(=NC1)N1C=CC=2C1=NC=C(C2)C#N)NC